The molecule is a monocarboxylic acid that is propionic acid substituted at position 3 by a phenyl group. It has a role as an antifungal agent, a human metabolite and a plant metabolite. It is a monocarboxylic acid and a member of benzenes. It derives from a propionic acid. It is a conjugate acid of a 3-phenylpropionate. C1=CC=C(C=C1)CCC(=O)O